meta-trifluoromethyl-2-benzylmalonate FC(C=1C=C(CC(C(=O)[O-])C(=O)[O-])C=CC1)(F)F